2-(1H-benzo[d]imidazol-5-yl)-3-(3-chloro-5-fluorophenyl)isoindolin-1-one N1C=NC2=C1C=CC(=C2)N2C(C1=CC=CC=C1C2C2=CC(=CC(=C2)F)Cl)=O